5-(6-ethoxypyrazin-2-yl)-N-(4-(2-(methylthio)pyrimidin-4-yl)tetrahydro-2H-pyran-4-yl)pyridine-2-carboxamide C(C)OC1=CN=CC(=N1)C=1C=CC(=NC1)C(=O)NC1(CCOCC1)C1=NC(=NC=C1)SC